1-(4-Methoxy-3-nitropyrazolo[1,5-a]pyridin-5-yl)propan-2-one COC=1C=2N(C=CC1CC(C)=O)N=CC2[N+](=O)[O-]